C(C=C)(=O)N1C[C@@H](N(CC1)C1=NC(N2C3=C(C(=C(C=C13)Cl)C1=C(C=CC(=C1)OC(F)F)F)SCC2)=O)C 7-((S)-4-acryloyl-2-methylpiperazin-1-yl)-9-chloro-10-(5-(difluoromethoxy)-2-fluorophenyl)-2,3-dihydro-5H-[1,4]thiazino[2,3,4-ij]quinazolin-5-one